FC1=CC=C(C=C1)N1C(C(CC1)NC(C(=O)C1=CNC2=CC=C(C=C12)OC)=O)=O N-(1-(4-fluorophenyl)-2-oxopyrrolidin-3-yl)-2-(5-methoxy-1H-indol-3-yl)-2-oxoacetamide